2-(methoxy)-N-[2-methyl-1-phenyl-2-(1-pyrrolidinyl)propyl]-4,6-bis(trifluoromethyl)benzamide naphthalenedisulfonate C=1(C(=CC=C2C=CC=CC12)S(=O)(=O)O)S(=O)(=O)O.COC1=C(C(=O)NC(C(C)(N2CCCC2)C)C2=CC=CC=C2)C(=CC(=C1)C(F)(F)F)C(F)(F)F